(2,4-dihydroxyphenyl) phenyl ketone C1(=CC=CC=C1)C(=O)C1=C(C=C(C=C1)O)O